3-(bromomethyl)isoxazole 3-((7-hexyltridecanoyl)oxy)-2-(hydroxymethyl)propyl-(9Z,12Z)-octadeca-9,12-dienoate C(CCCCC)C(CCCCCC(=O)OCC(COC(CCCCCCC\C=C/C\C=C/CCCCC)=O)CO)CCCCCC.BrCC1=NOC=C1